(S)-7-chloro-3-cyclopropyl-5-phenyl-1H-benzo[e][1,4]diazepin-2(3H)-one ClC1=CC2=C(NC([C@@H](N=C2C2=CC=CC=C2)C2CC2)=O)C=C1